COC(=O)C1=NN(C(=C1F)Br)CC1=CC=CC=C1 benzyl-5-bromo-4-fluoro-1H-pyrazole-3-carboxylic acid methyl ester